1-N,2-dimethylcyclohexane-1,2-diamine CNC1C(CCCC1)(N)C